C[C@H]1[C@@H](CCCN1)C(=O)O 2S,3R-2-METHYL-PIPERIDINE-3-CARBOXYLIC ACID